C(C)(C)(C)C1=CC(=NN1C1COC1)NC=1N(C=2C(=NC=C(C2C#N)OC=2C=NN3C2C=NC=C3)N1)C 2-((5-(tert-butyl)-1-(oxetan-3-yl)-1H-pyrazol-3-yl)amino)-1-methyl-6-(pyrazolo[1,5-a]pyrazin-3-yloxy)-1H-imidazo[4,5-b]pyridine-7-carbonitrile